C1(=CC=CC=C1)P(=O)(C(C(=O)OCC)C1=CC=CC=C1)C1=CC=CC=C1 ethyl 2-(diphenylphosphinyl)-2-phenylacetate